FC1(CCN(CCC1)C1=C(C(=O)NC=2C=C(C=CC2)[S@](=O)(C)=NC(CN(C(OC(C)(C)C)=O)C)=O)C(=C(C=N1)C(F)(F)F)C)F tert-butyl (R)-(2-(((3-(2-(4,4-difluoroazepan-1-yl)-4-methyl-5-(trifluoromethyl)nicotinamido)phenyl)(methyl)(oxo)-λ6-sulfaneylidene)amino)-2-oxoethyl)(methyl)carbamate